C(C)OC=1C=C2C=CC(=CC2=CC1)C1=CC=C2C(C(COC2=C1)(C)C)NC(O[C@@H]1CN2CCC1CC2)=O (S)-quinuclidin-3-yl (7-(6-ethoxynaphthalen-2-yl)-3,3-dimethylchroman-4-yl)carbamate